(E)-2,3,6-trimethyl-5-(4-methylstyryl)-1H,7H-pyrazolo[1,2-a]pyrazole-1,7-dione CC1=C(N2N(C(C(=C2\C=C\C2=CC=C(C=C2)C)C)=O)C1=O)C